NC1=NC(=NC=C1)C=1C=NN(C1OCCCNC1=C(C=NC(=C1)Cl)C1=NC=CC=C1OC)C N-(3-((4-(4-aminopyrimidin-2-yl)-1-methyl-1H-pyrazol-5-yl)oxy)propyl)-6'-chloro-3-methoxy-[2,3'-bipyridin]-4'-amine